CN1C(C(=C(C2=CC=CC=C12)N1CCC(CC1)OC1=CC=C(C=C1)N1C(CN(CC1)C)=O)C#N)=O 1-methyl-4-{4-[4-(4-methyl-2-oxopiperazin-1-yl)phenoxy]piperidin-1-yl}-2-oxo-1,2-dihydroquinoline-3-carbonitrile